OC=1C=C2C(=NN(C(C2=CC1)=O)CC(=O)OCC)C(C)C ethyl 2-(6-hydroxy-4-isopropyl-1-oxophthalazin-2(1H)-yl)acetate